6-(3,5-dimethylpyrazol-1-yl)-2-[1-(5,6-dimethyl-[1,2,4]triazolo[1,5-a]pyrimidin-7-yl)piperidin-4-yl]pyridazin-3-one CC1=NN(C(=C1)C)C=1C=CC(N(N1)C1CCN(CC1)C1=C(C(=NC=2N1N=CN2)C)C)=O